N1C(=NC2=C1C=CC=C2)C2=C(C(=C(C=C2CCCCC)O)C2CCCC(=C2)C)O 3-(1H-benzo[d]imidazol-2-yl)-5'-methyl-4-pentyl-1',2',3',4'-tetrahydro-[1,1'-biphenyl]-2,6-diol